methyl-octyldisulfide CSSCCCCCCCC